trans-4-Acetamido-N-(3-(2-cyclopropyloxazol-4-yl)phenyl)-N-((trans-4-(4-methoxy-3-methylphenyl)cyclohexyl)methyl)cyclohexanecarboxamide C(C)(=O)N[C@@H]1CC[C@H](CC1)C(=O)N(C[C@@H]1CC[C@H](CC1)C1=CC(=C(C=C1)OC)C)C1=CC(=CC=C1)C=1N=C(OC1)C1CC1